BrC=1C=C(C(=C(C1)CO)I)F (5-bromo-3-fluoro-2-iodo-phenyl)methanol